BrC1=CC=C2C(=NNC2=C1)C=O 6-bromo-1H-indazole-3-carbaldehyde